CC1=C(C#N)C=CC=C1C1(CC2C(N(OC2(C)C)C)C(C1)C)C 2-methyl-3-(1,3,3,5,7-pentamethyl-octahydrobenzo[c]isoxazol-5-yl)benzonitrile